NC1=C2N=CN(C2=NC=N1)[C@@H]1O[C@@H]([C@@H]2[C@H]1OC(O2)(C)C)C(=O)NCCC#CC=2OC(=CC2)\C=N/O (3aS,4S,6R,6aR)-6-(6-amino-9H-purin-9-yl)-N-(4-(5-((Z)-(hydroxyimino)methyl)furan-2-yl)but-3-yn-1-yl)-2,2-dimethyltetrahydrofuro[3,4-d][1,3]dioxole-4-carboxamide